β-methoxybenzeneethanol COC(CO)C1=CC=CC=C1